N-((S)-1-(3-chloro-phenyl)-2-hydroxy-ethyl)-1-(5-methyl-2-((tetrahydro-2H-pyran-3-yl)amino)-pyrimidin-4-yl)-1H-pyrrole-3-carboxamide ClC=1C=C(C=CC1)[C@@H](CO)NC(=O)C1=CN(C=C1)C1=NC(=NC=C1C)NC1COCCC1